CNS(OCC(=O)NC=1SC(=C(N1)C)CC1=CC(=CC=C1)C)(=O)=O 2-((4-methyl-5-(3-methylbenzyl)thiazol-2-yl)amino)-2-oxoethyl methylsulfamate